FC1=C2C=C(C(NC2=CC(=C1)CN1CCN(CC1)C=1C=CC(=NC1)C(=O)NC)=O)C 5-{4-[(5-fluoro-3-methyl-2-oxo-1H-quinolin-7-yl)methyl]piperazin-1-yl}-N-methylpyridine-2-carboxamide